[Si](C)(C)(C(C)(C)C)OCCOC=1C=C(C=C(C1)C(F)(F)F)NC1C(N(CC1)C1CCC1)=O 3-((3-(2-((tert-Butyldimethylsilyl)oxy)ethoxy)-5-(trifluoromethyl)phenyl)amino)-1-cyclobutyl-pyrrolidin-2-one